(R)-3-((3-(8-Amino-4-(trifluoromethyl)pyrido[3,4-d]pyrimidin-2-yl)phenyl)ethynyl)-3-hydroxy-1-methylpyrrolidin-2-one NC1=NC=CC2=C1N=C(N=C2C(F)(F)F)C=2C=C(C=CC2)C#C[C@]2(C(N(CC2)C)=O)O